2-(3-azabicyclo(3.1.1)heptan-3-yl)-N-[(2R)-2-hydroxy-2-[(3S)-7-[(4-methyloxazol-5-yl)methoxy]-1,2,3,4-tetrahydroisoquinolin-3-yl]ethyl]pyrimidine-4-carboxamide C12CN(CC(C1)C2)C2=NC=CC(=N2)C(=O)NC[C@H]([C@H]2NCC1=CC(=CC=C1C2)OCC2=C(N=CO2)C)O